1-(2,4-dichlorophenyl)-5-fluoro-3-methoxy-4-trifluoromethylpyrazole ClC1=C(C=CC(=C1)Cl)N1N=C(C(=C1F)C(F)(F)F)OC